5-((4-((4'-chloro-5,5-dimethyl-3,4,5,6-tetrahydro-[1,1'-biphenyl]-2-yl)Methyl)-1,4-diazepan-1-yl)methyl)-2-(2,6-dioxopiperidin-3-yl)isoindoline ClC1=CC=C(C=C1)C1=C(CCC(C1)(C)C)CN1CCN(CCC1)CC=1C=C2CN(CC2=CC1)C1C(NC(CC1)=O)=O